N-((R)-1-(4-(cyclopropanesulfonyl)pyridin-2-yl)-2-((R)-1-methylpiperidin-2-yl)ethyl)-5-(6-ethoxypyrazin-2-yl)thiazole-2-carboxamide C1(CC1)S(=O)(=O)C1=CC(=NC=C1)[C@@H](C[C@@H]1N(CCCC1)C)NC(=O)C=1SC(=CN1)C1=NC(=CN=C1)OCC